C1(CCCCC1)C1=C(C=C(C=C1O)\C=C\C1=C(C=CC=C1)F)O (E)-2-cyclohexyl-5-(2-fluoro-styryl)-1,3-benzenediol